6-(3-((1s,3s)-3-methoxy-1-(4-methyl-4H-1,2,4-triazol-3-yl)cyclobutyl)phenyl)-2-(((1-methylcyclobutyl)amino)methyl)-4-(trifluoromethyl)-1,6-dihydro-7H-pyrrolo[2,3-c]pyridin-7-one COC1CC(C1)(C1=NN=CN1C)C=1C=C(C=CC1)N1C(C2=C(C(=C1)C(F)(F)F)C=C(N2)CNC2(CCC2)C)=O